NC1=NC(=CC(=N1)N1CCC2(C[C@H](NC2)C(=O)O)CC1)O[C@@H](C(F)(F)F)C1=C(C=C(C=C1)Cl)C1=CC(=C(C=C1)F)Cl (S)-8-(2-amino-6-((R)-1-(3',5-dichloro-4'-fluoro-[1,1'-biphenyl]-2-yl)-2,2,2-trifluoroethoxy)pyrimidin-4-yl)-2,8-diazaspiro[4.5]decane-3-carboxylic acid